COC1=C(C(NC(=C1)C)=O)CNC(=O)C1=NC=2N(C=C1C)N=CC2 N-((4-methoxy-6-methyl-2-oxo-1,2-dihydropyridin-3-yl)methyl)-6-methylpyrazolo[1,5-a]pyrimidine-5-carboxamide